Methyl 2-([5-(3-cyclopropoxyphenyl)-1-[2-(1H-pyrazol-1-yl)phenyl]-1H-pyrazol-3-yl]methoxy)-2-methylpropanoate C1(CC1)OC=1C=C(C=CC1)C1=CC(=NN1C1=C(C=CC=C1)N1N=CC=C1)COC(C(=O)OC)(C)C